2-(2,6-dichlorophenyl)-9-(4-(piperazin-1-ylmethyl)phenyl)imidazo[2,1-f][1,6]naphthyridine-3-carboxamide ClC1=C(C(=CC=C1)Cl)C=1N=C2C=3C=C(C=NC3C=CN2C1C(=O)N)C1=CC=C(C=C1)CN1CCNCC1